potassium 1,2,4-triazole N1N=CN=C1.[K]